2,5-dihydrofuran-3-carboxamide O1CC(=CC1)C(=O)N